(1-(4-(4-methoxyphenyl)tetrahydro-2H-pyran-4-yl)ethylidene)hydrazine COC1=CC=C(C=C1)C1(CCOCC1)C(C)=NN